C1(CC1)NC1=NC(=NC=C1C(=O)NC1=C(C=CC=C1C)C)NC1=CC=C(C=C1)N1C(COCC1)=O 4-(cyclopropylamino)-N-(2,6-dimethylphenyl)-2-((4-(3-oxomorpholino)phenyl)amino)pyrimidine-5-carboxamide